ClC=1C=C(C=C(C1C=C1CCNCC1)OC)C1=CN(CC2=CN=CC=C12)C 4-[3-chloro-5-methoxy-4-(4-piperidylidenemethyl)phenyl]-2-methyl-2,7-naphthyridin